4-(hydroxymethyl)-benzenesulfinic acid methyl ester COS(=O)C1=CC=C(C=C1)CO